C(C)OP(OCC)(=O)C1=CC=C(C=C1)C1=NC2=C(N1C)C=C(C=C2C)C2CCN(CC2)C2CCN(CC2)CC(C)C Diethyl(4-(6-(1'-isobutyl-[1,4'-bipiperidin]-4-yl)-1,4-dimethyl-1H-benzo[d]imidazol-2-yl)phenyl)phosphonat